Cl.NC1=CSC2=C1C(N(C=C2Cl)C)=O 3-Amino-7-chloro-5-methylthieno[3,2-c]pyridin-4(5H)-one hydrochloride